COC(=O)CCC(=O)CN.Cl METHYL AMINOLEVULINATE HYDROCHLORIDE